ethyl 7-bromo-4-oxo-1-(prop-2-yl)-1,4-dihydroquinoline-3-carboxylate BrC1=CC=C2C(C(=CN(C2=C1)C(C)C)C(=O)OCC)=O